CN1CCN(CC1)[C@@H]1CC[C@H](CC1)NC1=NN2C(C=N1)=C(C=C2)C=2C=CC=1N(C2)C(=CN1)C(=O)N1CCCC1 (6-(2-((trans-4-(4-methylpiperazin-1-yl)cyclohexyl)amino)pyrrolo[2,1-f][1,2,4]triazin-5-yl)imidazo[1,2-a]pyridin-3-yl)(pyrrolidin-1-yl)methanone